NC1=CC(=C(C(=O)NCC2(CCCCCC2)C2=CC=C(C=C2)F)C=C1Cl)OC 4-Amino-5-chloro-N-((1-(4-fluorophenyl)cycloheptyl)methyl)-2-methoxybenzamid